N-(1-(4,4-difluoropiperidin-1-yl)pyrrolo[1,2-c]pyrimidin-3-yl)-4-(2-hydroxyethylsulfonylamino)-2-(6-azaspiro[2.5]octane-6-yl)benzamide FC1(CCN(CC1)C1=NC(=CC=2N1C=CC2)NC(C2=C(C=C(C=C2)NS(=O)(=O)CCO)N2CCC1(CC1)CC2)=O)F